ClC1=C(COC[C@@H]2[C@H]([C@](C(O2)O)(O)C#C)OCC2=C(C=C(C=C2)Cl)Cl)C=CC(=C1)Cl (3R,4R,5R)-5-(2,4-dichlorobenzyloxymethyl)-4-(2,4-dichloro-benzyloxy)-3-ethynyl-tetrahydrofuran-2,3-diol